CC1(OB(OC1(C)C)C1=CC=C(C=C1)C1CN(C1)CC(=O)OC(C)(C)C)C Tert-butyl 2-(3-(4-(4,4,5,5-tetramethyl-1,3,2-dioxaborolan-2-yl)phenyl)azetidin-1-yl)acetate